ClC=1C(=NC=CC1C=1C(=C(C=CC1)NC(=O)C1=NC=C(C=C1)C=O)C)C1=CC(=C(C=C1)C=O)OC N-[3-[3-chloro-2-(4-formyl-3-methoxy-phenyl)-4-pyridyl]-2-methyl-phenyl]-5-formyl-pyridine-2-carboxamide